BrCC1=CC(=NN1C1=CC=C(C=C1)Cl)C1=CC=CC=C1 5-(bromomethyl)-1-(4-chlorophenyl)-3-phenyl-1H-pyrazole